3-(2,6-difluoro-4-((3R,4S)-3-fluoro-4-(piperazin-1-yl)piperidin-1-yl)phenyl)piperidine-2,6-dione FC1=C(C(=CC(=C1)N1C[C@H]([C@H](CC1)N1CCNCC1)F)F)C1C(NC(CC1)=O)=O